CN(C1CCN(CC1)C(=O)C1=CC=C(C=C1)I)C (4-(dimethylamino)piperidin-1-yl)(4-iodophenyl)methanone